ClC1=CC(=NC=N1)N(C(OC(C)(C)C)=O)CCC1=C(C=CC2=CC=CC=C12)C#N Tert-butyl (6-chloropyrimidin-4-yl)(2-(2-cyanonaphthalen-1-yl)ethyl)carbamate